CC=1OC2=NC(=CC(=C2N1)C)C=1N=C2N(C(C1)=O)C=C(C=C2)[C@@H]2CCN(C1(CC1)C2)C(=O)OC(C)(C)C |r| rac-tert-butyl 7-[2-(2,7-dimethyloxazolo[5,4-b]pyridin-5-yl)-4-oxo-pyrido[1,2-a]pyrimidin-7-yl]-4-azaspiro[2.5]octane-4-carboxylate